heptadecan-9-yl (Z)-8-((3-(2-nitroguanidino)propyl)(8-(nonyloxyl)-8-oxooctyl)amino)octanoate [N+](=O)([O-])\N=C(/NCCCN(CCCCCCCC(=O)OC(CCCCCCCC)CCCCCCCC)CCCCCCCC(=O)OCCCCCCCCC)\N